C(C)C1=C(N=C2N1C=C(C(=C2)F)C2=NN=NN2)C(O)(C2=CC=CC=C2)C2=CC=CC=C2 [3-Ethyl-7-fluoro-6-(1H-tetrazol-5-yl)-imidazo[1,2-a]pyridin-2-yl]-diphenyl-methanol